CC(=O)C=NC1=C(NC(=O)NC1=O)NC[C@@H]([C@@H]([C@@H](CO)O)O)O The molecule is an aminouracil that is D-ribitol in which the hydroxy group at position 1 is substituted by the 6-amino group of 6-amino-5-(2-oxopropylideneamino)uracil. Unstable mucosal-associated invariant T (MAIT)-activating antigen, formed by non-enzymatic reaction between 5-amino-6-D-ribitylaminouracil and methylglyoxal. It has a role as an antigen.